ClC1=CC(=C(COC2=NC=3CN(CCC3C=C2)CC2=NC=3C(=NC=C(C3)/C(/N)=N/O)N2C[C@H]2OCC2)C=C1)F (S,Z)-2-((2-((4-chloro-2-fluorobenzyl)oxy)-5,8-dihydro-1,7-naphthyridin-7(6H)-yl)methyl)-N'-hydroxy-3-(oxetan-2-ylmethyl)-3H-imidazo[4,5-b]pyridine-6-carboximidamide